BrCC1=CC2=CC=C3C=C(C=C4C=CC(=C1)C2=C43)CBr 2,7-bis(bromomethyl)pyrene